3-(3-methyl-1,2,4-thiadiazol-5-yl)-5-(1-methyl-1H-pyrazol-4-yl)thieno[3,2-b]pyridine CC1=NSC(=N1)C1=CSC=2C1=NC(=CC2)C=2C=NN(C2)C